OC1(CCC(CC1)N(CCCCCCCC(=O)N(CCCCCCCCCC)CCCCCCCCCC)CCCCCCCC(=O)N(CCCCCCCCCC)CCCCCCCCCC)C 8,8'-(((1r,4r)-4-hydroxy-4-methylcyclohexyl)azanediyl)bis(N,N-didecyloctanamide)